2-[(3R)-3-(difluoromethyl)[1,4'-bipiperidine]-1'-yl]-N-[(3,5-difluoropyridin-2-yl)methyl]-1,3-thiazole-5-carboxamide FC([C@H]1CN(CCC1)C1CCN(CC1)C=1SC(=CN1)C(=O)NCC1=NC=C(C=C1F)F)F